1,1'-(3,3'-ditrifluoromethoxy[1,1'-biphenyl]-4,4'-diyl)bis{2,4-diamino-3-[(E)-diazenyl]naphthalene-1-sulfonic acid} FC(OC=1C=C(C=CC1C1(C(C(=C(C2=CC=CC=C12)N)\N=N\[H])N)S(=O)(=O)O)C1=CC(=C(C=C1)C1(C(C(=C(C2=CC=CC=C12)N)\N=N\[H])N)S(=O)(=O)O)OC(F)(F)F)(F)F